N[C@@H]1CN(CCC1)C1=CC(=NC=C1C=1C=NN(C1)[C@@H]1COCC1)NC1=NC(=NC=C1)C1=C(C=CC=C1OC)F N-(4-((S)-3-aminopiperidin-1-yl)-5-(1-((S)-tetrahydrofuran-3-yl)-1H-pyrazol-4-yl)pyridin-2-yl)-2-(2-fluoro-6-methoxyphenyl)pyrimidin-4-amine